CC1=NC=2NCCCC2C=C1CC=1C=CC2=CN(N=C2C1)[C@@H](CC(=O)O)C=1C=NC2=CC=CC=C2C1 (S)-3-(6-((2-methyl-5,6,7,8-tetrahydro-1,8-naphthyridin-3-yl)methyl)-2H-indazol-2-yl)-3-(quinolin-3-yl)propionic acid